rhodium (1,5-cyclooctadiene) acetate C(C)(=O)[O-].C1=CCCC=CCC1.[Rh+3].C(C)(=O)[O-].C(C)(=O)[O-]